3,7-bis(3-oxetanyl)-5-oxononane tert-Butyl-(4S)-4-[3-[[6-[(2,6-dichloro-5-trimethylsilyl-pyridine-3-carbonyl)sulfamoyl]-2-pyridyl]amino]propyl]-2,2-dimethyl-pyrrolidine-1-carboxylate C(C)(C)(C)OC(=O)N1C(C[C@@H](C1)CCCNC1=NC(=CC=C1)S(NC(=O)C=1C(=NC(=C(C1)[Si](C)(C)C)Cl)Cl)(=O)=O)(C)C.O1CC(C1)C(CC)CC(CC(CC)C1COC1)=O